FC(C=1C=C2C(=CNC2=CC1)CC#N)(F)F 2-(5-(trifluoromethyl)-1H-indol-3-yl)acetonitrile